2-(2-(4,4-difluoroazepan-1-yl)-7-fluoroquinoline-3-carboxamido)thiazole-5-carboxamide FC1(CCN(CCC1)C1=NC2=CC(=CC=C2C=C1C(=O)NC=1SC(=CN1)C(=O)N)F)F